FC1=C(C=C(C(=O)O)C=C1)CC1=NNC(C2=CC=CC=C12)=O 4-fluoro-3-((4-oxo-3,4-dihydro-phthalazin-1-yl)methyl)benzoic acid